2-tertbutylanthraquinone C(C)(C)(C)C1=CC=2C(C3=CC=CC=C3C(C2C=C1)=O)=O